C(C)(C)(C)OC(=O)N[C@@H](CCC(=O)OCC1=CC=CC=C1)CSCC(=O)OCC benzyl (4S)-4-(tert-butoxycarbonylamino)-5-(2-ethoxy-2-oxo-ethyl)sulfanyl-pentanoate